Cl.CC1=C(C(=O)O)C=C(C=C1)N1CCN(CC1)C 2-methyl-5-(4-methylpiperazin-1-yl)benzoic acid hydrochloride